BrC=1C=C(C=C(C1)NC)S(=O)(=O)Cl 3-bromo-5-(methylamino)benzenesulfonyl chloride